C(C)(C)(C)OC(=O)N1C(CNCC1)C(COC1=NC=C(C=C1)C=1C2=C(N=C(N1)S(=O)(=O)C)C(CC2)(F)F)=O 2-((5-(7,7-difluoro-2-(methylsulfonyl)-6,7-dihydro-5H-cyclopenta[d]pyrimidin-4-yl)pyridin-2-yloxy)acetyl)piperazine-1-carboxylic acid tert-butyl ester